Tert-butyl 5-(1-amino-2,3-dihydro-1H-inden-5-yl)-3,6-dihydropyridine-1(2H)-carboxylate NC1CCC2=CC(=CC=C12)C1=CCCN(C1)C(=O)OC(C)(C)C